(R)-tert-butyl (1-benzylpiperidin-3-yl)carbamate C(C1=CC=CC=C1)N1C[C@@H](CCC1)NC(OC(C)(C)C)=O